ClC1=CC(=C(O\C(\C(=O)C2=C(C=CC=C2)Cl)=C\N(C)C)C=C1)F (E)-2-(4-Chloro-2-fluoro-phenoxy)-1-(2-chlorophenyl)-3-(dimethylamino)prop-2-en-1-one